trans-(E)-N-(3-((6-(2-chloro-4-hydroxyphenyl)-1H-indazol-4-yl)oxy)cyclobutyl)-4-(Dimethylamino)but-2-enamide ClC1=C(C=CC(=C1)O)C1=CC(=C2C=NNC2=C1)O[C@@H]1C[C@H](C1)NC(\C=C\CN(C)C)=O